2,5-dimethoxyphenylcyclopropanesulfonamide COC1=C(C=C(C=C1)OC)C1(CC1)S(=O)(=O)N